3-fluoro-N-(3-methyl-4-(4-(trifluoromethyl)phenethoxy)pyridin-2-yl)-1H-indol-6-amine FC1=CNC2=CC(=CC=C12)NC1=NC=CC(=C1C)OCCC1=CC=C(C=C1)C(F)(F)F